CN1N=C2C([NH2+]CCC2=C1C#N)C 2,7-dimethyl-4,5,6,7-tetrahydropyrazolo[3,4-c]pyridine-6-ium-3-carbonitrile